ClC1=C(C=C(C(=C1)F)C1=NC=NC2=CC(=CC=C12)N1CCOCC1)C(O)C=1N=NC=C(C1)OC [2-Chloro-4-fluoro-5-(7-morpholin-4-yl-quinazolin-4-yl)phenyl]-(5-methoxy-pyridazin-3-yl)methanol